BrC1=CC2=C(N=CNC2=O)N=C1 6-bromopyrido[2,3-d]pyrimidin-4(3H)-one